Cl.NC[C@@H](CC)OC=1C(=CC2=CC=CC=C2C1)C(=O)OC methyl (R)-3-((1-aminobutan-2-yl)oxy)-2-naphthoate hydrochloride